ClC1=CC(=C(N=N1)NC[C@H]1OCC1)N (S)-6-chloro-N3-(oxetan-2-ylmethyl)pyridazin-3,4-diamine